N-[2-[(3S)-3-aminopyrrolidin-1-yl]-2-oxo-ethyl]-2-chloro-4-[[3-[1-(cyanomethyl)-3-(trifluoromethyl)pyrazol-4-yl]imidazo[1,2-a]pyrazin-8-yl]amino]benzamide N[C@@H]1CN(CC1)C(CNC(C1=C(C=C(C=C1)NC=1C=2N(C=CN1)C(=CN2)C=2C(=NN(C2)CC#N)C(F)(F)F)Cl)=O)=O